1-[(2R,6S)-6-(hydroxymethyl)-4-isopropyl-6-(triisopropylsilyloxymethyl)morpholin-2-yl]-pyrimidine-2,4-dione OC[C@]1(O[C@H](CN(C1)C(C)C)N1C(NC(C=C1)=O)=O)CO[Si](C(C)C)(C(C)C)C(C)C